3-((2-((1H-benzo[d][1,2,3]triazol-5-yl)methyl)-3-oxoisoindolin-1-yl)methyl)-4-chloropicolinonitrile N1N=NC2=C1C=CC(=C2)CN2C(C1=CC=CC=C1C2=O)CC=2C(=NC=CC2Cl)C#N